2-{3-[6-(2,3-Dihydro-benzo[1,4]dioxin-5-yl)-2-methoxy-pyridin-3-ylamino]-phenyl}-1-(4-methyl-piperazin-1-yl)-ethanone O1CCOC2=C1C=CC=C2C2=CC=C(C(=N2)OC)NC=2C=C(C=CC2)CC(=O)N2CCN(CC2)C